FC(C1=CC=C2COCC3CN(CCC1=C32)C(=O)OC(C)(C)C)(F)F tert-Butyl 8-(trifluoromethyl)-3a,4,6,7-tetrahydro-1H-isochromeno[4,5-cd]azepine-5(3H)-carboxylate